3-(2-methoxy-5-methylphenyl)-1,3-diazinon COC1=C(C=C(C=C1)C)N1C(N=CC=C1)=O